(2R,3S,4R,5R)-5-{4-aminopyrrolo[2,1-f][1,2,4]triazin-7-yl}-5-cyano-2-{[(2-cyclohexylacetyl) oxy] methyl}-4-hydroxyoxa-pent-3-yl (2S)-2-amino-3-methylbutanoate N[C@H](C(=O)O[C@H]([C@H](O)COC(CC1CCCCC1)=O)[C@@H]([C@@H](C#N)C1=CC=C2C(=NC=NN21)N)O)C(C)C